6-fluoro-3-(1-(2-(8-fluoro-5-methoxy-(1,2,4)triazolo(4,3-a)pyridin-3-yl)ethyl)azetidin-3-yl)-1H-indole sodium methoxide C[O-].[Na+].FC1=CC=C2C(=CNC2=C1)C1CN(C1)CCC1=NN=C2N1C(=CC=C2F)OC